2-(3-(3-(2-Isopropylpyrrolidine-1-Carbonyl)-1H-Pyrazol-5-Yl)Phenyl)-N-(Pentan-3-Yl)Oxazole-5-Carboxamide C(C)(C)C1N(CCC1)C(=O)C1=NNC(=C1)C=1C=C(C=CC1)C=1OC(=CN1)C(=O)NC(CC)CC